C(C)OC(=O)C=1C=C(OCC2CN(C2)C(=O)OC(C)(C)C)C=CC1 tert-butyl 3-((3-(ethoxycarbonyl)phenoxy)methyl)azetidine-1-carboxylate